C(C)(C)(C)OC(=O)NC(C)C1(CCN(CC1)C=1C(=NC(=C(N1)C)SC1=C(C(=NC=C1)Cl)Cl)C(=O)OCC)C ethyl 3-(4-(1-((tert-butoxycarbonyl) amino) ethyl)-4-methylpiperidin-1-yl)-6-((2,3-dichloropyridin-4-yl) sulfanyl)-5-methylpyrazine-2-carboxylate